C/C(/C(=O)OC(C1=CC(=C(C=C1)C)C)(C1=CC(=C(C=C1)C)C)C1=C(C=CC=C1)C1=CC=CC=C1)=C\C(=O)N1CCN(CC1)C(CCC1=C(C=CC=C1)C(N[C@H](C)C1=CC=CC2=CC=CC=C12)=O)=O [1,1'-biphenyl]-2-yl-bis(3,4-dimethylphenyl)methanol Methyl-(E)-4-[4-[3-[2-[[(1R)-1-(1-naphthyl)ethyl]carbamoyl]phenyl]propanoyl]piperazin-1-yl]-4-oxo-but-2-enoate